BrC=1C=CC(=NC1)N1N=CC(=C1)C(=O)O 1-(5-bromo-2-pyridyl)pyrazole-4-carboxylic acid